(R)-(1-(4-(7H-pyrrolo[2,3-d]pyrimidin-4-yl)-3,4-dihydro-2H-1,4-thiazine-6-carbonyl)piperidin-3-yl)glycine N1=CN=C(C2=C1NC=C2)N2CCSC(=C2)C(=O)N2C[C@@H](CCC2)NCC(=O)O